CC1=NC(=NC=C1)C(=O)O methyl-pyrimidine-carboxylic acid